3'-(2-hydroxy-2,5-dihydro-1,2-oxaborole-4-yl)-4-methoxy-3-propoxy-[1,1'-biphenyl]-2-carbonitrile OB1OCC(=C1)C=1C=C(C=CC1)C=1C(=C(C(=CC1)OC)OCCC)C#N